[C@@H]1([C@@H](O)[C@@H](O)[C@H](O)[C@H](O1)C(=O)O)O[C@H]1[C@@H]([C@@H]([C@@H](O[C@H]1C(=O)O)O[C@H]1[C@@H]([C@@H]([C@H](O)O[C@H]1C(=O)[O-])O)O)O)O.[Ca+2].[C@@H]1([C@@H](O)[C@@H](O)[C@H](O)[C@H](O1)C(=O)O)O[C@H]1[C@@H]([C@@H]([C@@H](O[C@H]1C(=O)O)O[C@H]1[C@@H]([C@@H]([C@H](O)O[C@H]1C(=O)[O-])O)O)O)O calcium β-D-mannopyranuronosyl-(1→4)-α-L-gulopyranuronosyl-(1-4)-α-L-gulopyranuronate